NC1=C(C=NN1C12CC(C1)C2)C#N 5-amino-1-(bicyclo[1.1.1]pentan-1-yl)-1H-pyrazole-4-carbonitrile